C(C1=CC=C(C(=O)OCC)C=C1)(=O)OC methyl Ethyl Terephthalate